(2R,3R)-4-(3,3-diphenylpropoxy)-2,3-dihydroxy-4-oxobutanoic acid C1(=CC=CC=C1)C(CCOC([C@@H]([C@H](C(=O)O)O)O)=O)C1=CC=CC=C1